n-butyl-dimethylammonium 3-[(Stearamidoethyl)dimethylammonio]-2-hydroxypropanesulfonate C(CCCCCCCCCCCCCCCCC)(=O)NCC[N+](CC(CS(=O)(=O)[O-])O)(C)C.C(CCC)[NH+](C)C